COC(CCC)O Methoxy-butanol